C1(CC1)C(=O)NC1=CC(=C(N=N1)C(=O)NC([2H])([2H])[2H])NC1=C(C(=CC=C1)C=1N=NC(=CC1)C(N(C)C)=O)OC 6-(cyclopropanecarboxamido)-4-((3-(6-(dimethylcarbamoyl)pyridazin-3-yl)-2-methoxyphenyl)amino)-N-(methyl-d3)pyridazine-3-carboxamide